2-(3-fluoro-4-methoxyphenyl)-3-(pyridin-4-yl)-4,5,6,7-tetrahydropyrazolo[1,5-a]pyrazine hydrogen chloride Cl.FC=1C=C(C=CC1OC)C1=NN2C(CNCC2)=C1C1=CC=NC=C1